[(R)-1-(3-Amino-6-bromo-pyrazin-2-yl)-piperidin-3-yl]-carbamic acid tert-butyl ester C(C)(C)(C)OC(N[C@H]1CN(CCC1)C1=NC(=CN=C1N)Br)=O